ethyl 6-chloropyridine-3-carboxylate ClC1=CC=C(C=N1)C(=O)OCC